tri-indolyl-phosphorus N1C(=CC2=CC=CC=C12)P(C=1NC2=CC=CC=C2C1)C=1NC2=CC=CC=C2C1